CN1CCC(CC1)C=1SC=C(N1)NC1=NC=C(C(=N1)NCCCN1C(COCCC1)=O)C(F)(F)F 4-(3-((2-((2-(1-methylpiperidin-4-yl)thiazol-4-yl)amino)-5-(trifluoromethyl)pyrimidin-4-yl)amino)propyl)-1,4-oxazepan-3-one